4-(3-Methyl-2-oxo-1,3-benzoxazol-7-yl)-N-(4-phenylbutyl)piperidine-1-carboxamide tert-Butyl-4-hydroxy-4-(2-oxo-3H-1,3-benzoxazol-7-yl)piperidine-1-carboxylate C(C)(C)(C)OC(=O)N1CCC(CC1)(C1=CC=CC=2NC(OC21)=O)O.CN2C(OC1=C2C=CC=C1C1CCN(CC1)C(=O)NCCCCC1=CC=CC=C1)=O